CC1=CC=C2C(=N1)N=C(O2)N2CCN(CC2)C(=O)C=2C=NC(=CC2)N2CC(C2)OC(C)(C)CC (4-(5-methyloxazolo[4,5-b]pyridin-2-yl)piperazin-1-yl)(6-(3-(tert-pentyloxy)azetidin-1-yl)pyridin-3-yl)methanone